C(CCCCCCCCCCCCCCC)[NH2+]CCCCCCCCCCCCCCCC di(cetyl)ammonium